COC(=O)C1=CN=C(S1)N1[C@@H](CN(CC1)CC1=CC=C(C=C1)C(F)(F)F)COC(F)(F)F (S)-2-(2-((trifluoromethoxy)methyl)-4-(4-(trifluoromethyl)benzyl)piperazin-1-yl)thiazole-5-carboxylic acid methyl ester